C(C)OC=1C=C(C=2N(C1)N=C1C2C=NN1)C=1C=CC(=NC1)N1CCC2(CCCN2NC(C2=C(C=CC=C2F)Cl)=O)CC1 N-(8-(5-(6-Ethoxy-1H-pyrazolo[3',4':3,4]pyrazolo[1,5-a]pyridin-4-yl)pyridine-2-yl)-1,8-diazaspiro[4.5]decan-1-yl)2-chloro-6-fluorobenzamide